tert-butyl (1'-(3-(2-chloro-3-fluoropyridin-4-yl)-1-(tetrahydro-2H-pyran-2-yl)-1H-pyrazolo[3,4-b]pyrazin-6-yl)-1,3-dihydrospiro[indene-2,4'-piperidin]-1-yl)carbamate ClC1=NC=CC(=C1F)C1=NN(C2=NC(=CN=C21)N2CCC1(CC2)C(C2=CC=CC=C2C1)NC(OC(C)(C)C)=O)C1OCCCC1